NC=1C=C(C(=C(C1)C1=C(C=2N=C(N=C(C2C=N1)N1CCC(CC1)CC#N)OC[C@]12CCCN2C[C@@H](C1)F)F)C(F)(F)F)Cl 2-(1-(7-(5-amino-3-chloro-2-(trifluoromethyl)phenyl)-8-fluoro-2-(((2R,7aS)-2-fluorotetrahydro-1H-pyrrolizin-7a(5H)-yl)methoxy)pyrido[4,3-d]pyrimidin-4-yl)piperidin-4-yl)acetonitrile